N2-isobutyryl-2'-O-methylguanosine C(C(C)C)(=O)NC=1NC(C=2N=CN([C@H]3[C@H](OC)[C@H](O)[C@@H](CO)O3)C2N1)=O